NC1=NC=CC(=C1)C=1C=C2C=CN(C(C2=CC1)=O)CC=1C=C(C(=O)NC2CCCC2)C=CC1 3-((6-(2-Aminopyridin-4-yl)-1-oxoisoquinolin-2(1H)-yl)methyl)-N-cyclopentylbenzamide